ClC1=C(C=CC=C1C=1N=C(C(=NC1)CN1CC(C1)C(=O)O)OC)C1=C(C(=CC=C1)NC1=NC=CC=2C1=NC=CN2)Cl 1-((5-(2,2'-dichloro-3'-(pyrido[3,4-b]pyrazin-5-ylamino)-[1,1'-biphenyl]-3-yl)-3-methoxypyrazin-2-yl)methyl)azetidine-3-carboxylic acid